(2S,4S)-4-fluoro-1-(2-[(3R)-3-[[2-(trifluoromethyl)-6-quinolyl]amino]pyrrolidin-1-yl]acetyl)pyrrolidine-2-carbonitrile F[C@H]1C[C@H](N(C1)C(CN1C[C@@H](CC1)NC=1C=C2C=CC(=NC2=CC1)C(F)(F)F)=O)C#N